CN(CCCCCNC(=O)C=1N=NC(=CC1)[18F])C N-(5-(dimethylamino)pentyl)-6-[18F]fluoropyridazine-3-carboxamide